[Cl-].C(CCCCCCC)[NH+](CCCCCCCC)CCCCCCCC N,N,N-trioctyl-ammonium chloride